C(C)(C)(C)OC(=O)N1C[C@@H]([C@@H](C1)NC1=NN2C(C(=N1)OC)=C(C=C2)C=2C=NC=1N(C2)C=CN1)F (3s,4r)-3-fluoro-4-((5-(imidazo[1,2-a]pyrimidin-6-yl)-4-methoxypyrrolo[2,1-f][1,2,4]triazin-2-yl)amino)pyrrolidine-1-carboxylic acid tert-butyl ester